5-iodo-1-((2-(trimethylsilyl)ethoxy)methyl)-1H-indazole-7-carboxylic acid IC=1C=C2C=NN(C2=C(C1)C(=O)O)COCC[Si](C)(C)C